Methyl (S)-((5-((4-(3-((2-(1-hydroxyethyl)-1H-imidazol-1-yl)methyl)isoxazol-5-yl)phenyl)ethynyl)pyridin-2-yl)methyl)glycinate O[C@@H](C)C=1N(C=CN1)CC1=NOC(=C1)C1=CC=C(C=C1)C#CC=1C=CC(=NC1)CNCC(=O)OC